tert-butyl (4S)-3-[(dimethylamino) methyl]-3-methoxy-6-azaspiro[3.4]octane-6-carboxylate CN(C)CC1(CC[C@]12CN(CC2)C(=O)OC(C)(C)C)OC